1-(2,3-dimeth-oxyphenyl)ethan-amine COC1=C(C=CC=C1OC)C(C)N